N-(3-{2-cyano-1-[4-(7H-pyrrolo[2,3-d]pyrimidin-4-yl)-1H-pyrazol-1-yl]ethyl}phenyl)-methanesulfonamide C(#N)CC(N1N=CC(=C1)C=1C2=C(N=CN1)NC=C2)C=2C=C(C=CC2)NS(=O)(=O)C